OC1=CC(NC=2CN(CCC12)C(=O)OCC1=CC=CC=C1)=O benzyl 4-hydroxy-2-oxo-2,5,6,8-tetrahydro-1,7-naphthyridine-7(1H)-carboxylate